(2-(9-ethyl-9H-carbazol-3-yl)vinyl)-10H-phenothiazine C(C)N1C2=CC=CC=C2C=2C=C(C=CC12)C=CC1=CC=CC=2SC3=CC=CC=C3NC12